[Br-].C1(CC1)[Zn+] cyclopropyl-zinc(II) bromide